[N+](=O)([O-])C1=CC=C(C=C1)CCCCO 4-(4-Nitrophenyl)-1-butanol